2-[4-[bis(2-methylpropyl)amino]-3-nitrophenyl]butyronitrile CC(CN(C1=C(C=C(C=C1)C(C#N)CC)[N+](=O)[O-])CC(C)C)C